NC1=NC=CC(=C1Cl)OC1=C(C=C(C=C1)NC(=O)C=1C(N(C(=CC1)C)C1=CC=C(C=C1)F)=O)F N-(4-((2-amino-3-chloropyridin-4-yl)oxy)-3-fluorophenyl)-1-(4-fluorophenyl)-6-methyl-2-Oxo-1,2-dihydropyridine-3-carboxamide